Cl.Cl.N[C@@H](C(=O)N[C@H](C(=O)NCC=1C=NC(=C(C1)F)N)C)CCC1=CC=CC=C1 (R)-2-amino-N-((S)-1-(((6-amino-5-fluoropyridin-3-yl)methyl)amino)-1-oxopropan-2-yl)-4-phenylbutanamide dihydrochloride